CIS-8-Dimethylamino-3-[2-(1H-imidazol-1-yl)-ethyl]-8-phenyl-1,3-diazaspiro[4.5]decan-2-one CN(C1(CCC2(CN(C(N2)=O)CCN2C=NC=C2)CC1)C1=CC=CC=C1)C